N-(3-Amino-1,1-dimethyl-propyl)-4-[[2-(5-chloro-2-hydroxy-phenyl)acetyl]amino]pyridine-2-carboxamide NCCC(C)(C)NC(=O)C1=NC=CC(=C1)NC(CC1=C(C=CC(=C1)Cl)O)=O